C1(=CC=CC=C1)P(SC1CCS(C1)(=O)=O)C1=CC=CC=C1 4-diphenylphosphinothiotetrahydrothiophene-1,1-dioxide